FC=1C(=NC(=CC1)F)C1=NN(C=C1NC(=O)C=1N=C(SC1)C=1C=NN(C1)C(=O)OCCCN1CCOCC1)C1CCC(CC1)OCC 3-morpholinopropyl 4-(4-((3-(3,6-difluoropyridin-2-yl)-1-((1r,4r)-4-ethoxycyclohexyl)-1H-pyrazol-4-yl)carbamoyl)thiazol-2-yl)-1H-pyrazole-1-carboxylate